1,2-dihydroquinoline-3-carboxylate N1CC(=CC2=CC=CC=C12)C(=O)[O-]